N-(5-Cyano-1,2,3,4-tetrahydronaphthalen-1-yl)-N-(1H-indazol-6-yl)-2-nitrobenzenesulfonamide C(#N)C1=C2CCCC(C2=CC=C1)N(S(=O)(=O)C1=C(C=CC=C1)[N+](=O)[O-])C1=CC=C2C=NNC2=C1